dichloro(4-iodophenyl)phosphonium Cl[PH+](C1=CC=C(C=C1)I)Cl